BrC#CC1=CC=C(C=C1)C(C)(C)C 1-(bromoethynyl)-4-tert-butylbenzene